6-[2-(3-amino-2-chloro-phenyl)-3-chloro-4-pyridyl]-2-(difluoromethoxy)pyridine-3-carbaldehyde NC=1C(=C(C=CC1)C1=NC=CC(=C1Cl)C1=CC=C(C(=N1)OC(F)F)C=O)Cl